((trifluoromethoxy)benzo[d]thiazol-2-yl)pyrrolidine-2-carboxamide FC(OC1=CC=CC2=C1N=C(S2)N2C(CCC2)C(=O)N)(F)F